ClC=1C(=CC(=C(C1)S(=O)(=O)NC1=NC=NC=C1)F)N[C@@H]1[C@H](C[C@H](CC1)C1=CC(=CC(=C1)C(F)(F)F)F)N(C)C 5-Chloro-4-[[(1S,2S,4S)-2-(dimethylamino)-4-[3-fluoro-5-(trifluoromethyl)phenyl]-cyclohexyl]amino]-2-fluoro-N-pyrimidin-4-yl-benzenesulfonamide